FC=1C(NC(N(C1)[C@H]1C[C@@H]2OP(OC[C@H]2O1)(=O)OCC1CCCC1)=O)=O 5-fluoro-1-((4aR,6R,7aS)-2-(cyclopentylmethoxy)-2-oxotetrahydro-4H-furo[3,2-d][1,3,2]dioxaphosphorin-6-yl)pyrimidine-2,4(1H,3H)-dione